C(C)(C)(C)NC(C(C1=CC=CC=C1)N(C(C1=CC=C(C=C1)[N+]#[C-])=O)C1=CC=C(C=C1)OC)=O N-(2-(tert-butylamino)-2-oxo-1-phenylethyl)-4-isocyano-N-(4-methoxyphenyl)benzamide